FC(C1=C(C(=O)C(=O)O)C=CC=C1)(F)F 2-trifluoromethyl-benzoyl-formic acid